CC1=NC2=C(N1CC1=C(C(=CC=C1)C(F)(F)F)C)C=C(C=C2C(=O)O)N2CCOCC2 2-methyl-1-[2-methyl-3-(trifluoromethyl)benzyl]-6-(morpholin-4-yl)-1H-benzimidazole-4-carboxylic acid